2-(4-(4-aminophenyl)-1H-1,2,3-triazol-1-yl)-1-(4-methoxyphenyl)ethan-1-one NC1=CC=C(C=C1)C=1N=NN(C1)CC(=O)C1=CC=C(C=C1)OC